4,4'-bis(2,5-dimethyl-styryl)biphenyl CC1=C(C=CC2=CC=C(C=C2)C2=CC=C(C=C2)C=CC2=C(C=CC(=C2)C)C)C=C(C=C1)C